ClC1=CC=C(COC2=NN=C(S2)NC(C2=CC(=NC=C2C2=C(C=CC=C2)OC)OC)=O)C=C1 N-(5-((4-chlorobenzyl)oxy)-1,3,4-thiadiazol-2-yl)-2-methoxy-5-(2-methoxyphenyl)isonicotinamide